NC(CN1N=CC(=C1)C1=C2C(=NC=C1)N(N=C2C2CN(C2)C(=O)OC(C)(C)C)C2=CC=C(C=C2)OC(F)(F)F)=O tert-butyl 3-(4-(1-(2-amino-2-oxoethyl)-1H-pyrazol-4-yl)-1-(4-(trifluoromethoxy)phenyl)-1H-pyrazolo[3,4-b]pyridin-3-yl)azetidine-1-carboxylate